FC=1C=C(C=CC1)C=1C(=C(C(=NC1)C(=O)NCC(=O)O)O)C (5-(3-fluorophenyl)-3-hydroxy-4-methylpicolinoyl)glycine